2-Chloro-9,10-dimethoxy-6,7-dihydro-4H-pyrimido[6,1-a]isoquinolin-4-one ClC1=NC(N2C(C3=CC(=C(C=C3CC2)OC)OC)=C1)=O